(3S,4S)-3-amino-4-methoxypyrrolidine N[C@H]1CNC[C@@H]1OC